C(C)(C)(C)OC1=NC=C(C(=N1)OC(C)(C)C)C=1C=C(C=2N(N1)C=CN2)N2CCC(C2)(F)F (3S)-1-[6-(2,4-ditert-butoxypyrimidin-5-yl)imidazo[1,2-b]pyridazin-8-yl]-4,4-difluoro-pyrrolidin